BrC1=C2C=CC=C(C2=CC=C1)N1CCOCC1 (5-bromonaphthalen-1-yl)(morpholine)